C(C)(C)(C)C1=NC2=C3N=CC=CC3=CC=C2C=C1 2-tert-butyl-1,10-phenanthroline